COC1=CC=C(C=C1)C=1N=C(SC1)NC1=NC=CC=C1C 4-(4-methoxyphenyl)-N-(3-methylpyridin-2-yl)thiazol-2-amine